FC1=CC=C(CN2C=C(C3=CC=CC=C23)C(=O)NC2=C(C=CC=C2)SC(C(=O)O)(C)C)C=C1 2-({2-[1-(4-fluorobenzyl)-1H-indole-3-carboxamido]phenyl}thio)-2-methylpropanoic acid